C(#N)[C@@]1(NCCC1)C (2R)-2-cyano-2-methyl-pyrrolidine